C(C)NC(=S)NCC N,N'-diethyl-thiourea